5-(4-chloro-2-fluoro-phenyl)-7-((2S)-2-(4-methoxyphenyl)-4-morpholinyl)-2,3-dimethylpyrido[4,3-d]-pyrimidin-4(3H)-one ClC1=CC(=C(C=C1)C1=NC(=CC=2N=C(N(C(C21)=O)C)C)N2C[C@@H](OCC2)C2=CC=C(C=C2)OC)F